OC1=C(C(=CC(=C1C(C)N(C(=O)N(C)C)C)CCCCC)O)C1C(CCC(=C1)C)C(=C)C 1-(1-(2,6-dihydroxy-5'-methyl-4-pentyl-2'-(prop-1-en-2-yl)-1',2',3',4'-tetrahydro-[1,1'-biphenyl]-3-yl)ethyl)-1,3,3-trimethylurea